C(CCC)[N+]1=C(C=C(C=C1)C)C 1-butyl-2,4-dimethylpyridinium